COC1=C(C=C(C=C1)C1=CC=C(C=C1)CC(=O)OC)S(NC=1C=NC=2CCNC(C2C1)=O)(=O)=O methyl 2-(4'-methoxy-3'-(N-(5-oxo-5,6,7,8-tetrahydro-1,6-naphthyridin-3-yl)sulfamoyl)-[1,1'-biphenyl]-4-yl)acetate